tert-butyl ((1r,3r)-3-(4-(2-(4-((6-cyano-5-fluoropyridine-3-yl)oxy)phenyl)propan-2-yl)phenoxy)cyclobutyl)carbamate C(#N)C1=C(C=C(C=N1)OC1=CC=C(C=C1)C(C)(C)C1=CC=C(OC2CC(C2)NC(OC(C)(C)C)=O)C=C1)F